ClC1=CC=C(C=C1)C1=NN=C(O1)[C@H]1CCCCO1 (3S,6R)-6-[5-(4-chlorophenyl)-1,3,4-oxadiazol-2-yl]oxan